2-methyl-2-[5-[(3R)-3-amino-1-[[4-[5-(difluoromethyl)-2-pyridyl]phenyl]methyl]-5,5,7-trifluoro-2-oxo-3,4-dihydro-1-benzazepin-8-yl]-1,3,4-oxadiazol-2-yl]propanenitrile CC(C#N)(C)C=1OC(=NN1)C1=CC2=C(C(C[C@H](C(N2CC2=CC=C(C=C2)C2=NC=C(C=C2)C(F)F)=O)N)(F)F)C=C1F